COCCOC(=O)OC(CSCC[C@H](N)C(=O)O)COCCOCCOCCOC S-(2-(((2-methoxyethoxy)carbonyl)oxy)-4,7,10,13-tetraoxatetradecyl)-L-homocysteine